propenyl-catechol C(=CC)C1=C(C(O)=CC=C1)O